CN1N=C2C=C(C=CC2=C1C)CNC1=NC(=NC=C1)NC=1C=CC(=C(C1)S(=O)(=O)N)C 5-[[4-[(2,3-dimethyl-2H-indazol-6-yl)methylamino]-2-pyrimidinyl]amino]-2-methyl-benzenesulfonamide